CN1C[C@H]2N(C[C@H]2CC1)C=1SC2=C(N=NC(=C2)C2=C(C=C(C=C2)C=2C=NNC2)O)N1 2-{6-[(1S,6R)-3-Methyl-3,8-diazabicyclo[4.2.0]octan-8-yl][1,3]thiazolo[4,5-c]pyridazin-3-yl}-5-(1H-pyrazol-4-yl)phenol